ClC=1C=C(C(=NC1)N1C(C(N(C(C1)=O)CC1=CC=C(C=C1)C)C1COC1)=O)C 1-(5-chloro-3-methylpyridin-2-yl)-4-(4-methylbenzyl)-3-(oxetan-3-yl)piperazine-2,5-dione